NC=1C=CC(=C(C(=O)N[C@H](C)C2=CC(=CC=C2)C=2SC(=CC2)CNC(=O)C2CCCC2)C1)C (R)-5-amino-N-(1-(3-(5-(cyclopentane-carboxamidomethyl)thiophen-2-yl)phenyl)ethyl)-2-methylbenzamide